CC1=C(C(=C(C1([Hf]C1(C=CC2=CC=3CCCC3C=C12)C(C)C)C)C)C)C pentamethylcyclopentadienyl(1-isopropyl-1,5,6,7-tetrahydro-s-indacenyl)hafnium